1-cyclopropyl-4-(tosyl)piperazine C1(CC1)N1CCN(CC1)S(=O)(=O)C1=CC=C(C)C=C1